4-(4-morpholinyl)-2-butynoic acid N1(CCOCC1)CC#CC(=O)O